C(C(C)(C)C)[C@H]1C(N(CCN1)[C@H](C(=O)N1CCC(CC1)CC(=O)N)CC(C)C)=O (1-{(S)-2-[(S)-3-Neopentyl-2-oxo-1-piperazinyl]-4-methylvaleryl}-4-piperidyl)acetamide